FC=1C=NC2=C(C(=CC(=C2C1)F)F)C=1C(=NC(=CC1)N)N (3,5,7-trifluoroquinolin-8-yl)pyridine-2,6-diamine